C(=C\CCCC)/CC(=O)O.C(C)(=O)OC\C=C\CCC [(E)-hex-2-enyl] acetate (trans-2-hexenyl acetate)